5-isobutyl-3-(3-methyl-4-((2-methyl-1H-imidazol-1-yl)methyl)phenyl)-N-(pyridin-2-yl)thiophene-2-sulfonamide C(C(C)C)C1=CC(=C(S1)S(=O)(=O)NC1=NC=CC=C1)C1=CC(=C(C=C1)CN1C(=NC=C1)C)C